C(C1=CC=CC=C1)N1C[C@H](C(CC1)=O)C (3R)-1-benzyl-3-methyl-piperidin-4-one